tri-iodothyronine N[C@@H](CC1=CC(I)=C(C(I)=C1)OC1=CC(I)=C(C=C1)O)C(=O)O